N-((S)-1-((3r,5'S)-5'-cyano-2-oxospiro[indol-3,3'-pyrrolidin]-1'-yl)-4-methyl-1-oxopentan-2-yl)-4,6-difluoro-N-(methyl-d3)-1H-indole-2-carboxamide C(#N)[C@@H]1C[C@@]2(CN1C([C@H](CC(C)C)N(C(=O)C=1NC3=CC(=CC(=C3C1)F)F)C([2H])([2H])[2H])=O)C(NC1=CC=CC=C12)=O